4-[(3R)-3-methyl-4-(3-nitrophenyl)piperazin-1-yl]-2-(1-methyl-1H-pyrazol-4-yl)pyrimidine-5-carbonitrile C[C@@H]1CN(CCN1C1=CC(=CC=C1)[N+](=O)[O-])C1=NC(=NC=C1C#N)C=1C=NN(C1)C